tert-butyl 6,6-dimethyl-3-(4-nitrobenzamido)-4,6-dihydropyrrolo[3,4-c]pyrazole-5(1H)-carboxylate CC1(N(CC2=C1NN=C2NC(C2=CC=C(C=C2)[N+](=O)[O-])=O)C(=O)OC(C)(C)C)C